CS(=O)(=O)OC1CC(C1)COC1=C(C(=CC(=C1)S(N(CC1=CC=C(C=C1)OC)CC1=CC=C(C=C1)OC)(=O)=O)[N+](=O)[O-])NC[C@@H]1OCCOC1 ((1S,3R)-3-((2-((((S)-1,4-dioxan-2-yl) methyl) amino)-5-(N,N-bis(4-methoxybenzyl) sulfamoyl)-3-nitrophenoxy) methyl) cyclobutyl) methanesulfonate